C(C)(C)(C)OC(=O)N(C1=C(SC=C1)C(=O)O)C=1SC(=C(N1)C1=CC(=C(C=C1)Cl)Cl)CC(C)C 3-(tert-butoxycarbonyl(4-(3,4-dichlorophenyl)-5-isobutylthiazol-2-yl)amino)thiophene-2-carboxylic acid